C(C)(C)(C)OC(=O)N1CCC(CC1)N1C=C(C=2C1=NC(=CN2)NC(=CC(=O)C2=CC=NC1=CC=CN=C21)SC)F 4-(7-fluoro-3-((1-(methylthio)-3-(1,5-naphthyridin-4-yl)-3-oxoprop-1-en-1-yl)amino)-5H-pyrrolo[2,3-b]pyrazin-5-yl)piperidine-1-carboxylic acid tert-butyl ester